(3aR,6aS)-5-methyl-octahydrocyclopenta[c]pyrrole-5-carbonitrile CC1(C[C@@H]2[C@@H](CNC2)C1)C#N